tert-butyl N-ethyl-N-[1-(2-methyl-1,2,3-benzotriazol-4-yl)piperidin-4-yl]carbamate C(C)N(C(OC(C)(C)C)=O)C1CCN(CC1)C1=CC=CC2=NN(N=C21)C